[O-]Cl(=O)=O The molecule is a monovalent inorganic anion obtained by deprotonation of chloric acid. It is a monovalent inorganic anion and a chlorine oxoanion. It is a conjugate base of a chloric acid.